FC=1C=C(C=CC1NC1=NC=CC=C1C1=NC(=NC=C1)N[C@@H]1CNCCC1)NS(=O)(=O)C1=C(C=CC=C1)Cl N-[3-Fluoro-4-[[3-[2-[[(3S)-3-piperidyl]amino]pyrimidin-4-yl]-2-pyridyl]amino]phenyl]2-chlorobenzenesulfonamide